C1(=C(C(=CC(=C1)C)C)N1C(N(CC1)C1=C(C=C(C=C1C)C)C)=[Ru](=CC1=C(C=CC=C1)OC(C)C)(Cl)Cl)C (1,3-dimesitylimidazolidin-2-ylidene)(2-isopropoxybenzylidene)ruthenium (vi) chloride